6-(2-(2-fluoro-4-((4-(morpholinomethyl)phenyl)ethynyl)phenyl)-3-(((R)-1-fluoropropan-2-yl)amino)propyl)-5-hydroxypyrimidin-4(3H)-one FC1=C(C=CC(=C1)C#CC1=CC=C(C=C1)CN1CCOCC1)C(CC1=C(C(NC=N1)=O)O)CN[C@@H](CF)C